(5-(2-(2-chloroacetyl)hydrazine-1-carbonyl)pyrazin-2-yl)pyrrolidine-1-carboxylic acid tert-butyl ester C(C)(C)(C)OC(=O)N1C(CCC1)C1=NC=C(N=C1)C(=O)NNC(CCl)=O